(S)-2-((1H-pyrrolo[2,3-b]pyridin-5-yl)oxy)-N-((3-nitro-4-(((tetrahydro-2H-pyran-4-yl)methyl)amino)phenyl)sulfonyl)-4-(2-(2-(o-tolyl)pyrrolidin-1-yl)-7-azaspiro[3.5]nonan-7-yl)benzamide N1C=CC=2C1=NC=C(C2)OC2=C(C(=O)NS(=O)(=O)C1=CC(=C(C=C1)NCC1CCOCC1)[N+](=O)[O-])C=CC(=C2)N2CCC1(CC(C1)N1[C@@H](CCC1)C1=C(C=CC=C1)C)CC2